n-heneicosene C=CCCCCCCCCCCCCCCCCCCC